(4-((1-methylpiperidin-4-yl)oxy)phenyl)methylamine CN1CCC(CC1)OC1=CC=C(C=C1)CN